N-(4-(4-amino-1-(3-oxooctahydroindolizin-7-yl)-1H-pyrazolo[4,3-c]pyridin-3-yl)phenyl)-1-isopropyl-2,4-dioxo-3-(pyridin-2-yl)-1,2,3,4-tetrahydropyrimidine-5-carboxamide NC1=NC=CC2=C1C(=NN2C2CCN1C(CCC1C2)=O)C2=CC=C(C=C2)NC(=O)C=2C(N(C(N(C2)C(C)C)=O)C2=NC=CC=C2)=O